CC1=CC(=C(C=C1C)I)[N+](=O)[O-] 2-iodo-4,5-dimethylnitrobenzene